OC(CCCCCOC1=CC=C(C=CC(=O)O)C=C1)CC.C1(=CC=CC=C1)C1=CC=CC=C1 biphenyl 4-(6-hydroxyoctyloxy)cinnamate